COC(C(O)C)=O lactic acid methylester